2-acetamido-N-(2-methylpyrimidin-5-yl)benzamide C(C)(=O)NC1=C(C(=O)NC=2C=NC(=NC2)C)C=CC=C1